N-(5-iodoquinolin-8-yl)-3-methylenecyclobutane-1-carboxamide IC1=C2C=CC=NC2=C(C=C1)NC(=O)C1CC(C1)=C